FC=1C=C(C(=NC1)CCC(=O)OC)O methyl 3-(5-fluoro-3-hydroxy-2-pyridyl)propanoate